The molecule is a progestin consisting of 17beta-propionylestra-4,9-dien-3-one substituted at position 17 by a methyl group. It has a role as a progestin, a progesterone receptor agonist and an antineoplastic agent. It is a 3-oxo-Delta(4) steroid and a 20-oxo steroid. It derives from a hydride of an estrane. CCC(=O)[C@]1(CC[C@@H]2[C@@]1(CCC3=C4CCC(=O)C=C4CC[C@@H]23)C)C